Racemic-piperazine-2-carboxamide N1[C@H](CNCC1)C(=O)N |r|